C(C)(C)(C)OC(=O)N1CC(CCC1)(SC)C#N 3-Cyano-3-methylsulfanyl-piperidine-1-carboxylic acid tert-butyl ester